FC=1C=C(C=CC1[N+](=O)[O-])CN(CCCCCC1=CC2=C(N(C(N2C)=O)C2C(NC(CC2)=O)=O)C=C1)C 3-[5-[5-[(3-fluoro-4-nitro-phenyl)methyl-methyl-amino]pentyl]-3-methyl-2-oxo-benzimidazol-1-yl]piperidine-2,6-dione